FC(OC1=CC=C(C=C1)S(=O)(=O)N1[C@H]2CC(C[C@@H]1CC2)NCC(CC)O)F (((1R,3r,5S)-8-((4-(difluoromethoxy)phenyl)sulfonyl)-8-azabicyclo[3.2.1]oct-3-yl)amino)butan-2-ol